4-[(3R)-azepan-3-yl]oxy-6-(1-methylpyrazol-4-yl)pyrazolo[1,5-a]pyrazine N1C[C@@H](CCCC1)OC=1C=2N(C=C(N1)C=1C=NN(C1)C)N=CC2